3-(4-methylbenzyl)thiazolidine CC1=CC=C(CN2CSCC2)C=C1